C(C)OC(=O)C=1C(C=C2N(C(CC3=CC(=C(C=C23)OC)C=2C=NN(C2)C(F)F)C(C)(C)C)C1)=O 6-tert-butyl-9-(1-difluoromethyl-1H-pyrazol-4-yl)-10-methoxy-2-oxo-6,7-dihydro-2H-pyrido[2,1-a]isoquinoline-3-carboxylic acid ethyl ester